2-(4-(2-(4-chloro-2-fluorophenyl)-2-methylbenzo[d][1,3]dioxol-4-yl)benzyl)-1-(((S)-tetrahydrofuran-2-yl)methyl)-1H-benzo[d]imidazole-6-carboxylic acid ClC1=CC(=C(C=C1)C1(OC2=C(O1)C=CC=C2C2=CC=C(CC1=NC3=C(N1C[C@H]1OCCC1)C=C(C=C3)C(=O)O)C=C2)C)F